C(C)OC(=O)C=1OC(=NN1)N1CCCCC1 5-(piperidin-1-yl)-1,3,4-oxadiazole-2-carboxylic acid ethyl ester